O1COC2=C1C=CC(=C2)CNC(CNC)=O N-(Benzo[d][1,3]dioxol-5-ylmethyl)-2-(methylamino)acetamide